CC[C@@H](C(=O)[O-])C(=O)SCCNC(=O)CCNC(=O)[C@@H](C(C)(C)COP(=O)([O-])OP(=O)([O-])OC[C@@H]1[C@H]([C@H]([C@@H](O1)N2C=NC3=C(N=CN=C32)N)O)OP(=O)([O-])[O-])O The molecule is an acyl-CoA oxoanion arising from deprotonation of the phosphate, diphosphate and carboxy groups of (2S)-ethylmalonyl-CoA. It is a carboxylic acid anion and an omega-carboxyacyl-CoA(5-). It is a conjugate base of a (S)-ethylmalonyl-CoA.